(R)-3-nitro-6-(pent-4-en-2-yloxy)-5-(trifluoromethyl)picolinic acid [N+](=O)([O-])C=1C(=NC(=C(C1)C(F)(F)F)O[C@H](C)CC=C)C(=O)O